CC1(OB(OC1(C)C)C=1C=C(OCCOCCOCC(=O)OC(C)(C)C)C=CC1)C tert-butyl 2-(2-(2-(3-(4,4,5,5-tetramethyl-1,3,2-dioxaborolan-2-yl)phenoxy)ethoxy)ethoxy)acetate